O1C(C=CC=C1)=O (2S,5R)-2H-pyran-2-one